3-methylenecyclobutane-carbonitrile C=C1CC(C1)C#N